C(C)C=1C(=CC=C2C=C(C=C(C12)N1C(C=2N=CN=CC2CC12CC2)=O)O)F 7'-(8-ethyl-7-fluoro-3-hydroxynaphthalen-1-yl)-5'H-spiro[cyclopropane-1,6'-pyrido[3,4-d]pyrimidin]-8'(7'H)-one